(S)-N-cyclopentyl-4-(2-((4-(4-isopropyl-2-oxooxazolidin-3-yl)pyrimidin-2-yl)amino)propan-2-yl)benzamide C1(CCCC1)NC(C1=CC=C(C=C1)C(C)(C)NC1=NC=CC(=N1)N1C(OC[C@@H]1C(C)C)=O)=O